2'-bromo-3-chloro-4-[(3-fluoro-5-methylpyridin-2-yl)(2H2)methoxy]-5',6-dimethyl-[1,4'-bipyridin]-2-one BrC1=NC=C(C(=C1)N1C(C(=C(C=C1C)OC([2H])([2H])C1=NC=C(C=C1F)C)Cl)=O)C